3-((1-(4,4-difluoro-3-(3-fluoro-1H-pyrazol-1-yl)butyryl)-4-hydroxypiperidin-4-yl)methyl)-7-(4-fluoro-1-(methylamino)-2,3-dihydro-1H-inden-5-yl)thieno[3,4-d]pyrimidin-4(3H)-one FC(C(CC(=O)N1CCC(CC1)(O)CN1C=NC=2C(C1=O)=CSC2C=2C(=C1CCC(C1=CC2)NC)F)N2N=C(C=C2)F)F